(S)-quinuclidin-3-yl (6-(4-chlorophenyl)-2,3-dihydro-1H-inden-1-yl)carbamat ClC1=CC=C(C=C1)C1=CC=C2CCC(C2=C1)NC(O[C@@H]1CN2CCC1CC2)=O